(S)-2-(4-(2-amino-N-methyl-2-phenylacetylamino)phenyl)acetic acid tert-butyl ester C(C)(C)(C)OC(CC1=CC=C(C=C1)N(C)C([C@H](C1=CC=CC=C1)N)=O)=O